pentamethyltrioxepan CC1C(C(OOOC1)(C)C)(C)C